(R)-2-cyclobutoxy-4-(8-(3-(methoxymethyl)-4-methylpiperazin-1-yl)-7-methyl-5-oxo-1,3,4,5-tetrahydro-2H-chromeno[3,4-c]pyridine-3-carbonyl)-N-((1-methylcyclopropyl)sulfonyl)benzamide C1(CCC1)OC1=C(C(=O)NS(=O)(=O)C2(CC2)C)C=CC(=C1)C(=O)N1CC2=C(CC1)C=1C=CC(=C(C1OC2=O)C)N2C[C@@H](N(CC2)C)COC